(4-{9-[(3R)-3-Aminopyrrolidin-1-yl]-5,6,7,8-tetrahydroacridin-2-yl}pyridin-2-yl)cyclopropanecarboxamide hydrochloride Cl.N[C@H]1CN(CC1)C=1C=2CCCCC2N=C2C=CC(=CC12)C1=CC(=NC=C1)C1(CC1)C(=O)N